CC(C)(COP(=O)([O-])OP(=O)([O-])OC[C@@H]1[C@H]([C@H]([C@@H](O1)N2C=NC3=C(N=CN=C32)N)O)OP(=O)([O-])[O-])[C@H](C(=O)NCCC(=O)NCCSC(=O)CC=C)O The molecule is tetraanion of vinylacetyl-CoA arising from deprotonation of phosphate and diphosphate functions. It is a conjugate base of a vinylacetyl-CoA.